(S)-4-(6-(1-((tert-butyldimethylsilyl)oxy)propyl)-4-methylpyridin-3-yl)-[1,2,4]triazolo[1,5-a][1,6]naphthyridin-8-amine [Si](C)(C)(C(C)(C)C)O[C@@H](CC)C1=CC(=C(C=N1)C=1C=2N(C3=CC(=NC=C3C1)N)N=CN2)C